ClC1=C(C(=O)N[C@H](C(=O)O)CC2=CC=C(C=C2)N2C(C3(C4=CC=CC(=C24)F)CC3)=O)C(=CC=C1)Cl (S)-2-(2,6-dichlorobenzoylamino)-3-(4-(7'-fluoro-2'-oxospiro[cyclopropane-1,3'-indoline]-1'-yl)phenyl)propanoic acid